Cl.FC(OC=1C=CC(=C(C1)[C@H](C)N)F)F (S)-1-(5-(difluoromethoxy)-2-fluorophenyl)ethan-1-amine hydrochloride